C(C1=CC=CC=C1)O[C@H]1[C@H](OC=C([C@H]1OCC1=CC=CC=C1)C1=CC=C(C=C1)F)COCC1=CC=CC=C1 (2R,3R,4R)-3,4-bis(benzyloxy)-2-((benzyloxy)methyl)-5-(4-fluorophenyl)-3,4-dihydro-2H-pyran